FC(C1=NN=C(O1)C1=CN=C(S1)CNC1=CC(=CC=C1)C(F)(F)F)F N-((5-(5-(difluoromethyl)-1,3,4-oxadiazol-2-yl)thiazol-2-yl)methyl)-3-(trifluoromethyl)aniline